N-[(3-hydroxyazetidin-3-yl)methyl]-N-[rac-(2S)-3-(allyloxycarbonylamino)-2-hydroxy-propyl]carbamate OC1(CNC1)CN(C([O-])=O)C[C@H](CNC(=O)OCC=C)O |r|